Cl.Cl.C12CN(CC(CNC1)O2)CCCCCCCC(=O)OC(CCCCCCCC)CCCCCCCC heptadecan-9-yl 8-(9-oxa-3,7-diazabicyclo[3.3.1]nonan-3-yl)octanoate dihydrochloride